3,5-dioxanone C1(COCOC1)=O